2-((6-((2-amino-2-oxo-1-phenylethyl)thio)-3,5-dicyano-4-ethylpyridin-2-yl)(methyl)amino)-N-(3-hydroxypropyl)-N-methylacetamide NC(C(C1=CC=CC=C1)SC1=C(C(=C(C(=N1)N(CC(=O)N(C)CCCO)C)C#N)CC)C#N)=O